N,N'-di(carboxypropyl)-4,4'-bipyridylium C(=O)(O)CCC[N+]1=CC=C(C=C1)C1=CC=[N+](C=C1)CCCC(=O)O